(S)-[3-(3-bromophenyl)oxetan-3-yl]-(4-methyl-1,2,4-triazol-3-yl)methanol BrC=1C=C(C=CC1)C1(COC1)[C@H](O)C1=NN=CN1C